NC1=CC=C(OCCOCCOCCNC(CCC2=NC3=C(N2)C(=CC=C3)C(=O)OC)=O)C=C1 methyl 2-(3-((2-(2-(2-(4-aminophenoxy)ethoxy)ethoxy)ethyl)amino)-3-oxopropyl)-1H-benzo[d]imidazole-7-carboxylate